6-fluoro-N-(4-(4-guanidinobenzamido)benzyl)-3-hydroxypyrazine-2-carboxamide trifluoroacetate FC(C(=O)O)(F)F.FC1=CN=C(C(=N1)C(=O)NCC1=CC=C(C=C1)NC(C1=CC=C(C=C1)NC(=N)N)=O)O